FC1=CC=C(CC[Mg]Cl)C=C1 p-fluorophenethyl-magnesium chloride